1-(4-Dibenzofuran-1-yl-6-triphenylen-2-yl-1,3,5-triazin-2-yl)-2-phenyl-benzimidazol C1(=CC=CC=2OC3=C(C21)C=CC=C3)C3=NC(=NC(=N3)C3=CC=2C1=CC=CC=C1C1=CC=CC=C1C2C=C3)N3C(=NC2=C3C=CC=C2)C2=CC=CC=C2